8-(4-chloro-2-fluoro-phenyl)-3-methyl-6-[(2R)-2-(trifluoromethyl)morpholin-4-yl]pyrido[3,4-d]pyrimidin-4-one ClC1=CC(=C(C=C1)C1=NC(=CC2=C1N=CN(C2=O)C)N2C[C@@H](OCC2)C(F)(F)F)F